(S)-3-(2,4-difluoro-2',4',5,6'-tetramethyl-[1,1'-biphenyl]-3-yl)-3-((S)-2-(5-(2-(3-fluoroazetidin-1-yl)ethyl)-4-methyl-2-oxopyrimidin-1(2H)-yl)-4-methylpentanamido)propanoic acid FC1=C(C=C(C(=C1[C@H](CC(=O)O)NC([C@H](CC(C)C)N1C(N=C(C(=C1)CCN1CC(C1)F)C)=O)=O)F)C)C1=C(C=C(C=C1C)C)C